N-(4-(4-ethynyl-2-hydroxyphenyl)phthalazin-1-yl)-2-(methylamino)acetamide C(#C)C1=CC(=C(C=C1)C1=NN=C(C2=CC=CC=C12)NC(CNC)=O)O